ClC1=CC(=C(C=C1F)COCCNC(OC(C)(C)C)=O)[N+](=O)[O-] tert-butyl N-[2-[(4-chloro-5-fluoro-2-nitro-phenyl)-methoxy]ethyl]-carbamate